O=C1N(C=CC=C1)C=1C=C(C(=O)O)C=CC1 3-(2-oxo-1-pyridinyl)benzoic acid